cetylamino ether C(CCCCCCCCCCCCCCC)ON